CC=1C=C2C(C=C(OC2=C(C1)C(C)NC1=C(C(=O)OC(C)(C)C)C=CC=C1)C1=CC=C2C(=NNC2=C1)C)=O tert-Butyl 2-[1-[6-methyl-2-(3-methyl-1H-indazol-6-yl)-4-oxo-chromen-8-yl]ethylamino]benzoate